O1C=C(C2=C1C=CC=C2)C[C@H](NC(C(C(=O)NCC2=C(C=C(C=C2)Cl)Cl)C)=O)OB(O)O ((1R)-2-(benzofuran-3-yl)-1-(3-((2,4-dichlorobenzyl)amino)-2-methyl-3-oxopropionamido)ethyl)boric acid